C(=O)C12CC(C1)(C2)C(=O)OC Methyl 3-formylbicyclo[1.1.1]pentane-1-carboxylate